2-phenyl-5-(p-fluorophenyl)-1H-imidazole-4-carboxylic acid methyl ester COC(=O)C=1N=C(NC1C1=CC=C(C=C1)F)C1=CC=CC=C1